1-(3-(4-(trifluoromethyl)styryl)pyrrolidin-1-yl)prop-2-en-1-one Butyl-4-[methoxy(methyl)carbamoyl]thiazolidine-3-carboxylate C(CCC)OC(=O)N1CSCC1C(N(C)OC)=O.FC(C1=CC=C(C=CC2CN(CC2)C(C=C)=O)C=C1)(F)F